1'-((3-fluoro-4-oxo-4,5-dihydropyrrolo[1,2-a]quinoxalin-7-yl)methyl)-N-(2-methoxyethyl)-3'-methyl-1',2',3',6'-tetrahydro-[3,4'-bipyridine]-6-carboxamide FC=1C=CN2C1C(NC1=CC(=CC=C21)CN2CC(C(=CC2)C=2C=NC(=CC2)C(=O)NCCOC)C)=O